C1=CC=CC=2C3=CC=CC=C3N(C12)CCOP(O)(O)=O [2-(9H-carbazole-9-yl)ethyl]phosphoric acid